COC1=CC=C(C=C1)N(C1=CC=C(C=C1)C1=CC=C(C2=NSN=C21)C=C(C(=O)[O-])C#N)C2=CC=C(C=C2)OC 3-(7-(4-(bis(4-methoxyphenyl) amino) phenyl) benzo[1,2,5]thiadiazol-4-yl)-2-cyanoacrylate